C(C)(C)(C)OC(=O)N1[C@H](C[C@H](C1)NC=1C2=C(N=C(N1)Cl)N(C=C2F)COCC[Si](C)(C)C)C (2S,4R)-4-((2-chloro-5-fluoro-7-((2-(trimethylsilyl)ethoxy)methyl)-7H-pyrrolo[2,3-d]pyrimidin-4-yl)amino)-2-methylpyrrolidine-1-carboxylic acid tert-butyl ester